Cyclobutylbis[2-(5-methyl-2-furyl)-4-(4-tert-butylphenyl)-5,6-dimethyl-1-indenyl]zirconium dichloride [Cl-].[Cl-].C1(CCC1)[Zr+2](C1C(=CC2=C(C(=C(C=C12)C)C)C1=CC=C(C=C1)C(C)(C)C)C=1OC(=CC1)C)C1C(=CC2=C(C(=C(C=C12)C)C)C1=CC=C(C=C1)C(C)(C)C)C=1OC(=CC1)C